3-(cyclopent-1,3-dienyl)propionic acid C1(=CC=CC1)CCC(=O)O